2-(5-hydroxy-1H-indol-3-yl)-acetic acid OC=1C=C2C(=CNC2=CC1)CC(=O)O